5-bromo-2,4-dichloro-7-((3aS,4R,6R,6aR)-6-(3-methoxyphenyl)-2,2-dimethyltetrahydro-4H-cyclopenta[d][1,3]dioxol-4-yl)-7H-pyrrolo[2,3-d]pyrimidine BrC1=CN(C=2N=C(N=C(C21)Cl)Cl)[C@@H]2C[C@@H]([C@H]1OC(O[C@H]12)(C)C)C1=CC(=CC=C1)OC